FC1=C(C=C(C=C1)C(F)(F)F)N1C(N(C2=CC=CC=C2C1=O)CC1=CC=C(C(=O)NO)C=C1)=O 4-((3-(2-fluoro-5-(trifluoromethyl)phenyl)-2,4-dioxo-3,4-dihydroquinazolin-1(2H)-yl)methyl)-N-hydroxybenzamide